COC(=O)[C@H]1N[C@H]2C[C@]2(C1)COC (1S,3S,5R)-5-(methoxymethyl)-2-azabicyclo[3.1.0]Hexane-3-carboxylic acid methyl ester